(S)-N-methyl-3-(4-nitrophenyl)-2-(3-(4-phenoxyphenyl)ureido)acrylamide CNC(C(=CC1=CC=C(C=C1)[N+](=O)[O-])NC(=O)NC1=CC=C(C=C1)OC1=CC=CC=C1)=O